C12CN(CC(CCC1)N2)C=2OC=1C(N2)=C(C=CC1C=1SC=CN1)C(=O)OCC ethyl 2-(3,9-diazabicyclo[3.3.1]nonan-3-yl)-7-(thiazol-2-yl)benzo[d]oxazole-4-carboxylate